5-ethyl-2-pyrroleformic acid C(C)C1=CC=C(N1)C(=O)O